2-(3,6-dimethoxy-9H-carbazol-9-yl)ethylphosphoric acid COC=1C=CC=2N(C3=CC=C(C=C3C2C1)OC)CCOP(O)(O)=O